N8-[(3S,4R)-3-fluoro-1-methylpiperidin-4-yl]-3-[(trifluoromethyl)sulfanyl]imidazo[1,2-a]pyrazine-2,8-diamine F[C@H]1CN(CC[C@H]1NC=1C=2N(C=CN1)C(=C(N2)N)SC(F)(F)F)C